2-(methoxymethyl)-2-methyl-1,3-propane-diol COCC(CO)(CO)C